(Z)-3-(3-(2,6-bis(trifluoromethyl)pyridin-4-yl)-1H-1,2,4-triazol-1-yl)-1-(3,3-difluoroazetidin-1-yl)prop-2-en-1-one FC(C1=NC(=CC(=C1)C1=NN(C=N1)\C=C/C(=O)N1CC(C1)(F)F)C(F)(F)F)(F)F